BrC1=CC=C(C=C1)S(=O)(=O)C(CC(CCCCCCO[Si](C1=CC=CC=C1)(C1=CC=CC=C1)C(C)(C)C)OC1OCCCC1)(C)C [9-(4-bromophenyl)sulfonyl-9-methyl-7-tetrahydropyran-2-yloxy-decoxy]-tert-butyl-diphenyl-silane